2-[(4-isopropylphenoxy)methyl]oxirane C(C)(C)C1=CC=C(OCC2OC2)C=C1